3,4-Difluoro-2-hydroxy-benzene FC=1C(=CC=CC1F)O